N1(N=NC2=C1C=CC=C2)C(O)[C@H]2O[C@H]([C@@H]1OC(O[C@@H]12)(C)C)OC (1H-benzo[d][1,2,3]triazol-1-yl)((3aR,4S,6R,6aR)-6-methoxy-2,2-dimethyltetra-hydrofuro[3,4-d][1,3]dioxol-4-yl)methanol